9-octadecenylamine C(CCCCCCCC=CCCCCCCCC)N